2-((4-(((2S,3S)-4,4-difluoro-3-hydroxy-1-(hydroxyamino)-3-methyl-1-oxobutan-2-yl)carbamoyl)phenyl)buta-1,3-diyn-1-yl)-1,1-dimethylaziridin-1-ium FC([C@@]([C@@H](C(=O)NO)NC(=O)C1=CC=C(C=C1)C#CC#CC1[N+](C1)(C)C)(C)O)F